(1H-benzotriazol-1-yloxy)(tri-1-pyrrolidinyl)phosphonium hexafluorophosphate F[P-](F)(F)(F)(F)F.N1(N=NC2=C1C=CC=C2)O[P+](N2CCCC2)(N2CCCC2)N2CCCC2